ClC=1C(=CC2=C(CN(C(O2)=O)CC2=C(C(=CC=C2)NS(NC)(=O)=O)F)C1)C(C(=O)N(C)C)(F)F 2-(6-chloro-3-(2-fluoro-3-((N-methylsulfamoyl)amino)benzyl)-2-oxo-3,4-dihydro-2H-benzo[e][1,3]oxazin-7-yl)-2,2-difluoro-N,N-dimethylacetamide